5-Bromopyridin-3-yl 3-[4-(4-chlorothiazol-2-yl)-1H-1,2,3-triazol-1-yl]-3-deoxy-1-thio-α-D-galactopyranoside ClC=1N=C(SC1)C=1N=NN(C1)[C@@H]1[C@H]([C@@H](SC=2C=NC=C(C2)Br)O[C@@H]([C@@H]1O)CO)O